(S)-3-(3-(difluoromethoxy)phenyl)-N-(3-methyl-1,1-dioxidothietan-3-yl)-1-(3,3,3-trifluoro-2-hydroxypropyl)-1H-pyrazolo[4,3-b]pyridine-6-carboxamide FC(OC=1C=C(C=CC1)C1=NN(C=2C1=NC=C(C2)C(=O)NC2(CS(C2)(=O)=O)C)C[C@@H](C(F)(F)F)O)F